6,7-dihydroxynaphthoic acid OC=1C=C2C=CC=C(C2=CC1O)C(=O)O